HexaAnimin rhodium bromide [Rh](Br)(Br)Br.C(CCCCC)=N